CN(C1=CC=C(C=N1)C1=C2CN(C(C2=CC=C1)=O)CC(C#N)=C)C 2-({4-[6-(dimethylamino)pyridin-3-yl]-1-oxo-2,3-dihydro-1H-isoindol-2-yl}methyl)prop-2-enenitrile